ClC=1C=C2C=CC(=CC2=CC1)OCC(CN1CCN(CC1)C1=NC(=CC=C1F)C(F)(F)F)O 1-((6-chloronaphthalen-2-yl)oxy)-3-(4-(3-fluoro-6-(trifluoromethyl)pyridin-2-yl)piperazin-1-yl)propan-2-ol